CCC(CC)OOC(CCCCCCCCC(CCCCCCCCC(=O)OOC(CC)CC)NCC1CCOCC1)=O 10-(((tetrahydro-2H-pyran-4-yl)methyl)amino)nonadecanedioic acid bis(3-pentyloxy) ester